(S)-3-((3-oxohexahydroimidazo[1,5-a]pyrazin-2(3H)-yl)methyl)bicyclo[1.1.1]Pentane-1-carboxylic acid O=C1N(C[C@H]2N1CCNC2)CC21CC(C2)(C1)C(=O)O